(S)-N-(1-(2-fluoro-4-methylphenyl)ethyl)-2-(1-isopropyl-3-methyl-4-oxo-1,4-dihydro-5H-pyrazolo[3,4-d]pyridazin-5-yl)acetamide FC1=C(C=CC(=C1)C)[C@H](C)NC(CN1N=CC2=C(C1=O)C(=NN2C(C)C)C)=O